(1r,3r,5r,7r)-adamantane-2-carboxylic acid C1C2CC3CC1CC(C2)C3C(=O)O